2-chloro-3-(ethylthio)-5-(tributylstannyl)pyridine ClC1=NC=C(C=C1SCC)[Sn](CCCC)(CCCC)CCCC